BrC1=C2OCCCC3=C(N=C(C(S1)=C23)Cl)C(=O)OCC ethyl 2-bromo-5-chloro-12-oxa-3-thia-6-azatricyclo[6.4.1.04,13]trideca-1,4(13),5,7-tetraene-7-carboxylate